ClC=1C(=NN(C1C1=CC=CC=C1)C1=CC=CC=C1)OCC(=O)OCC Ethyl [(4-chloro-1,5-diphenyl-1H-pyrazol-3-yl)oxy]acetate